CC1=C(C=C(C=C1)C)CC(C)C 1,4-dimethyl-2-(2-methylpropyl)-benzene